FC(C(C(F)(F)F)F)(OCC1OC1)F 2-[(1,1,2,3,3,3-Hexafluoropropoxy)methyl]oxirane